(S)-dibenzyl ((2-chloro-3-((3,4-dimethyl-2-oxo-7-((2,4,6-trifluorobenzyl)carbamoyl)-3,4-dihydroquinazolin-1(2H)-yl)methyl)-4-fluorophenoxy)-methyl) phosphate P(=O)(OCC1=CC=CC=C1)(OCC1=CC=CC=C1)OCOC1=C(C(=C(C=C1)F)CN1C(N([C@H](C2=CC=C(C=C12)C(NCC1=C(C=C(C=C1F)F)F)=O)C)C)=O)Cl